ethyl (2S)-2-[4-bromo-2-(4-butoxy-4,5-dihydroisoxazol-3-yl)phenoxy]butanoate BrC1=CC(=C(O[C@H](C(=O)OCC)CC)C=C1)C1=NOCC1OCCCC